2-(2,6-dioxopiperidin-3-yl)-4-(2-hydroxyethoxy)isoindoline-1,3-dione O=C1NC(CCC1N1C(C2=CC=CC(=C2C1=O)OCCO)=O)=O